2-[2-[2-[2-Oxo-3-(3-oxo-4H-pyrido[3,2-b][1,4]oxazin-6-yl)-1,3-oxazolidin-5-yl]ethylamino]ethyl]isoindole-1,3-dione O=C1OC(CN1C=1C=CC=2OCC(NC2N1)=O)CCNCCN1C(C2=CC=CC=C2C1=O)=O